N1N=CC2=C(C=CC=C12)C=1N=C(C2=C(N1)C=C(S2)/C=C/C(=O)N2CCCC2)N2CCOCC2 (E)-3-(2-(4-indazolyl)-4-morpholino-6-thieno[3,2-d]pyrimidinyl)-1-(1-pyrrolidinyl)-2-propen-1-one